C(C)(C)(C)OC(=O)N1C[C@@H](OCC1)CO (R)-2-hydroxymethylmorpholine-4-carboxylic acid tert-butyl ester